N-(3-fluoro-4-(5-oxo-4-((5-(piperidin-3-yl)pyridin-2-yl)amino)-5,6-dihydro-1,6-naphthyridin-2-yl)phenyl)cyclohexane-carboxamide FC=1C=C(C=CC1C1=NC=2C=CNC(C2C(=C1)NC1=NC=C(C=C1)C1CNCCC1)=O)NC(=O)C1CCCCC1